FC1=C(C(=CC=C1)F)C1=CC(=C(N=N1)C(=O)N)NC=1C=C2CCNC2=CC1 6-(2,6-difluorophenyl)-4-(indoline-5-ylamino)pyridazine-3-Formamide